(4-bromophenyl)-3-methyl-oxetane BrC1=CC=C(C=C1)C1OCC1C